5-tert-Butyl-1,3-diethyl-4-hydroxy-pyrazol C(C)(C)(C)C1=C(C(=NN1CC)CC)O